CC1=CC(=O)C(=C(C)C)CC1 3-terpinolenone